N1=NC(=NC=C1)C(C=1C=C(CN2CC=C(C3=CC=C(C=C23)Cl)N)C=CC1)N N-(3-((1,2,4-triazin-3-yl)-aminomethyl)-benzyl)-4-amino-7-chloroquinoline